N1=C(C(=CC=C1)C(=O)N1CCC(CC1)(C#N)CC1=CC(=C(C=C1)F)F)C1=CC=NC=C1 1-([2,4'-bipyridine]-3-carbonyl)-4-(3,4-difluorobenzyl)piperidine-4-carbonitrile